F[C@@H]1[C@H](C1)C(=O)C=1N=C2N(N1)[C@@H](C[C@H]2F)C2=CC=CC=C2 |&1:11| [(1R,2S)-2-fluorocyclopropyl]-[(SR,7R)-7-fluoro-5-phenyl-6,7-dihydro-5H-pyrrolo[1,2-b][1,2,4]triazol-2-yl]methanone